C(C)(C)(C)NS(=O)(=O)C1=CC(=CC=C1)NC1=NC(=NC=C1C)NC1=CC=C(C=C1)N1CCN(CC1)CC1=CC(=CC=C1)NC1C(NC(CC1)=O)=O N-(tert-butyl)-3-((2-((4-(4-(3-((2,6-dioxopiperidin-3-yl)amino)benzyl)piperazin-1-yl)phenyl)amino)-5-methylpyrimidin-4-yl)amino)benzenesulfonamide